C(C)C1=CC=C(C=C1)CCCC=1C=C(CC2CNCC(N2)=O)C=CC1 6-(3-(3-(4-ethylphenyl)propyl)benzyl)piperazin-2-one